CN([C@](CNC(C=CC1=CC=CC=C1)=O)(CC1=CC=C(C=C1)O)C)C (S)-N-(2-(dimethylamino)-3-(4-hydroxyphenyl)-2-methylpropyl)cinnamamide